C(C)(=O)C=1C(=NC(=CC1)N1C=NC2=C1C=CC(=C2)NC=2N=NC(=CC2)C)N2N(CC(=C2)C#N)C 1-[3-acetyl-6-[5-[(6-methylpyridazin-3-yl)amino]benzimidazol-1-yl]-2-pyridinyl]-2-methyl-pyrazole-4-carbonitrile